ClC1=CC=C2C(=C(N(C2=C1F)C=1C=NN(C1)CC)C#N)SC=1C(=C(C=CC1)C(C(=O)O)(C)C)F 2-(3-((6-chloro-2-cyano-1-(1-ethyl-1H-pyrazol-4-yl)-7-fluoro-1H-indol-3-yl)thio)-2-fluorophenyl)-2-methylpropionic acid